(R)-1,4-benzodioxane O1CCOC2=C1C=CC=C2